zirconium dimethyl phosphonate P(OC)(OC)=O.[Zr]